3-[4-[3-(3,3-Difluoro-4-piperidyl)prop-1-ynyl]-3-methyl-2-oxo-benzimidazol-1-yl]piperidine-2,6-dione FC1(CNCCC1CC#CC1=CC=CC=2N(C(N(C21)C)=O)C2C(NC(CC2)=O)=O)F